5-(1-methylethyl)hydantoin CC(C)C1C(NC(N1)=O)=O